hexachlorobutadiene ClC(=C(C(=C(Cl)Cl)Cl)Cl)Cl